CC(C(C)=O)CC=C(C)C 3,6-dimethylhept-5-en-2-one